FC=1C=C2C(=C(/C(/C2=CC1)=C/C1=CC(=CC=C1)COC1=CC=CC=C1)CC1=CC=C(C=C1)OC1=CC=C(C=C1)F)CC(=O)O (Z)-2-(5-fluoro-2-(4-(4-fluorophenoxy)benzyl)-1-(3-(phenoxymethyl)-benzylidene)-1H-inden-3-yl)acetic acid